OC1=CC=C2C(C(=COC2=C1OC)C1=CC=C(C=C1)OC)=O 7-hydroxy-8-methoxy-3-(4-methoxyphenyl)chromen-4-one